C(C)(C)OC1=CN=CC(=N1)NC=1C(=NOC1C1=CC=C(C=N1)OC[C@@H]1[C@H](CCCC1)C(=O)O)C (1S,2S)-2-(((6-(4-((6-isopropoxypyrazin-2-yl)amino)-3-methylisoxazol-5-yl)pyridin-3-yl)oxy)methyl)cyclohexane-1-carboxylic acid